C(\C=C/CCC=CCC)=O Z-2,6-nonadienal